Iron-chromium oxide [O-2].[Cr+3].[Fe+2]